2-(3-methyl-1H-pyrrol-2-yl)-thiazole CC1=C(NC=C1)C=1SC=CN1